O1CCN(CC1)C1=C2C(=NC(=C1)N1N=C(C=C1)C=1C=C(C=CC1)C)C=C(O2)C=2C(NC=CC2)=O 3-(7-morpholino-5-(3-(m-tolyl)-1H-pyrazol-1-yl)furo[3,2-b]pyridin-2-yl)pyridin-2(1H)-one